D,L-aspartate N[C@@H](CC(=O)[O-])C(=O)[O-] |r|